(Z)-1-(3-(2-((benzyloxy)methyl)-5-chlorophenyl)-4-oxothiazolidin-2-ylidene)-3-(2-fluoro-4-(1-(4-(trifluoromethoxy)phenyl)-1H-1,2,4-triazol-3-yl)phenyl)urea C(C1=CC=CC=C1)OCC1=C(C=C(C=C1)Cl)N1/C(/SCC1=O)=N/C(=O)NC1=C(C=C(C=C1)C1=NN(C=N1)C1=CC=C(C=C1)OC(F)(F)F)F